C(C1=CC=CC=C1)[N+](=CC=CCCCCCCCCC)[O-] N-benzyl-dodec-2-en-1-imine oxide